2-(4-((4-((2-fluoro-5-nitrophenyl)amino)-5-(4-(trifluoromethyl)phenyl)pyrimidin-2-yl)amino)-1H-pyrazol-1-yl)-2-methylpropanenitrile FC1=C(C=C(C=C1)[N+](=O)[O-])NC1=NC(=NC=C1C1=CC=C(C=C1)C(F)(F)F)NC=1C=NN(C1)C(C#N)(C)C